methyl 5-{3-[(5-fluoropyridin-3-yl) methoxy] pyridin-2-yl}-1H-pyrrole-3-carboxylate FC=1C=C(C=NC1)COC=1C(=NC=CC1)C1=CC(=CN1)C(=O)OC